ClC=1C(=NC(=NC1)NCCNC(C)=O)C1=CC=C2CN(C(C2=C1)=O)CC(=O)N[C@H](C)C1=CC(=CC=C1)OC 2-(6-{5-chloro-2-[(2-acetamidoethyl)amino]pyrimidin-4-yl}-1-oxo-2,3-dihydro-1H-isoindol-2-yl)-N-[(1R)-1-(3-methoxyphenyl)ethyl]acetamide